COC=1C=C2C(=CN1)NCC2(C)C 5-methoxy-3,3-dimethyl-2,3-dihydro-1H-pyrrolo[2,3-c]pyridine